FC=1C=C2C(=CC(=NC2=CC1)C)C1=NC=2[C@]3([C@H](CCC2C(=N1)C1=C(C=CC=C1)F)[C@H](C(C(=C3)C#N)=O)C)C (6aR,7R,10aS)-2-(6-fluoro-2-methylquinolin-4-yl)-4-(2-fluorophenyl)-7,10a-dimethyl-8-oxo-5,6,6a,7,8,10a-hexahydrobenzo[h]quinazoline-9-carbonitrile